(2S,5R)-5-((3,6-dichloro-1-(tetrahydro-2H-pyran-2-yl)-1H-pyrazolo[3,4-d]pyrimidin-4-yl)(methyl)amino)-2-methylpiperidine-1-carboxylic acid benzyl ester C(C1=CC=CC=C1)OC(=O)N1[C@H](CC[C@H](C1)N(C)C1=C2C(=NC(=N1)Cl)N(N=C2Cl)C2OCCCC2)C